O=C1C2=C(N=C(N1)[C@@H]1[C@H](CC1)C1=NC=CC=N1)N(N=C2C#N)[C@H](C)C2CCOCC2 4-oxo-6-((1S,2S)-2-(pyrimidin-2-yl)cyclobutyl)-1-((R)-1-(tetrahydro-2H-pyran-4-yl)ethyl)-4,5-dihydro-1H-pyrazolo[3,4-d]pyrimidine-3-carbonitrile